tert-butyl 8-[4-(4,4,5,5-tetramethyl-1,3,2-dioxaborolan-2-yl)phenyl]-2-azaspiro[4.4]nonane-2-carboxylate CC1(OB(OC1(C)C)C1=CC=C(C=C1)C1CCC2(CCN(C2)C(=O)OC(C)(C)C)C1)C